C(C)(C)N1N=C(C(=C1C)O)C1=CC=C(C=C1)OC 1-isopropyl-3-(4-methoxyphenyl)-5-methyl-pyrazole-4-ol